ClC1=CC=C(C=C1)C1=C(CC(CC1)(C)C)CN1CCN(CC1)CCCSC1=C2C(N(C(=NC2=CC=C1)C)C1C(NC(CC1)=O)=O)=O 3-(5-((3-(4-((4'-chloro-4,4-dimethyl-3,4,5,6-tetrahydro-[1,1'-biphenyl]-2-yl)methyl)piperazin-1-yl)propyl)thio)-2-methyl-4-oxoquinazolin-3(4H)-yl)piperidine-2,6-dione